5-bromo-N-[4-chloro-2-methyl-6-(methylcarbamoyl)phenyl]-2-(3,3-difluoropropyl)pyrazole-3-carboxamide BrC=1C=C(N(N1)CCC(F)F)C(=O)NC1=C(C=C(C=C1C(NC)=O)Cl)C